3-((6-chloro-2-cyclopropyl-7-fluoro-1-(1-(2-ureidoethyl)-1H-pyrazol-4-yl)-1H-indol-3-yl)thio)-2-fluorobenzoic acid ClC1=CC=C2C(=C(N(C2=C1F)C=1C=NN(C1)CCNC(=O)N)C1CC1)SC=1C(=C(C(=O)O)C=CC1)F